2-chloro-6-(6,7-dihydro-1H-[1,2,3]triazolo[4,5-c]pyridin-5(4H)-yl)-4-ethylpyridine-3,5-dicarbonitrile ClC1=NC(=C(C(=C1C#N)CC)C#N)N1CC2=C(CC1)NN=N2